tert-butyl (5-(3-methyl-4-(2-oxopyrrolidin-1-yl)phenyl)thiazolo[5,4-b]pyridin-2-yl)carbamate CC=1C=C(C=CC1N1C(CCC1)=O)C1=CC=C2C(=N1)SC(=N2)NC(OC(C)(C)C)=O